C(CCC)C1=NC(=NN1C1=CC=C(C=C1)C1=CC=C(C=C1)C(F)(F)F)C1=CC=C(OCCCN(CC)CC)C=C1 3-(4-(5-Butyl-1-(4'-(trifluoromethyl)-[1,1'-biphenyl]-4-yl)-1H-1,2,4-triazol-3-yl)phenoxy)-N,N-diethylpropane-1-amine